2-hydroxy-4-oxo-2-cyclobuten OC=1CC(C1)=O